3-(((4-chlorophenyl)methyl)oxy)-2-(5-hydroxy-5-methylhex-1-ynyl)-6-(5-(trifluoromethyl)-2H-pyrazol-3-yl)phenol ClC1=CC=C(C=C1)COC=1C(=C(C(=CC1)C=1NN=C(C1)C(F)(F)F)O)C#CCCC(C)(C)O